C1(CC1)C1=C(C(=NO1)C1=C(C=CC=C1Cl)Cl)CO[C@H]1[C@H]2CN([C@@H](C1)C2)C=2SC1=C(N2)C=CC(=C1)C(=O)OC |r| Methyl 2-((1RS,4RS,5RS)-5-((5-cyclopropyl-3-(2,6-dichlorophenyl)isoxazol-4-yl) methoxy)-2-azabicyclo[2.2.1]heptan-2-yl)benzo[d]thiazole-6-carboxylate